1-(3-bromo-2-hydroxymethylphenyl)-3-(3-methylsulphanylphenyl)urea BrC=1C(=C(C=CC1)NC(=O)NC1=CC(=CC=C1)SC)CO